FC(C(C(F)(F)F)OC(=O)N1CC2(CC1)CCN(CC2)CC=2C=CC(=C(C2)N2CCC(CC2)C(=O)O)C(F)(F)F)(F)F 1-(5-((2-(((1,1,1,3,3,3-Hexafluoropropan-2-yl)oxy)carbonyl)-2,8-diazaspiro[4.5]decan-8-yl)methyl)-2-(trifluoromethyl)phenyl)piperidine-4-carboxylic acid